1-amino-1H-imidazole-2(3H)-thione NN1C(NC=C1)=S